((3-(2,6-difluorophenyl)-3H-imidazo[4,5-b]pyridin-6-yl)methyl)-1-methyl-2-oxo-2,3-dihydro-1H-benzimidazole-5-carboxamide trifluoroacetate FC(C(=O)O)(F)F.FC1=C(C(=CC=C1)F)N1C=NC=2C1=NC=C(C2)CN2C(N(C1=C2C=C(C=C1)C(=O)N)C)=O